(3-fluoro-6'-methyl-[2,3'-bipyridine]-2'-yl)((1S,4R,6R)-6-((5-(trifluoromethyl)pyridin-2-yl)oxy)-2-azabicyclo[2.2.1]hept-2-yl)methanone FC=1C(=NC=CC1)C=1C(=NC(=CC1)C)C(=O)N1[C@@H]2[C@@H](C[C@H](C1)C2)OC2=NC=C(C=C2)C(F)(F)F